Cl.CC(C(C)N1C2C3=CC=CC=C3C1CCC2)C 12-(3-Methylbutan-2-yl)-12-azatricyclo[6.3.1.02,7]dodeca-2,4,6-triene hydrochloride